C(CCCCC)(=O)O.S(=O)(=O)(O)C1C(=O)N(C(C1)=O)OC=1C(C(=O)N)=CC=C(C1)N=[N+]=[N-] sulfosuccinimidyl-(4-azidosalicylamide) hexanoate